C(C)(C)C1=C(C=CC=C1)[C@H]1N(CCN(C1)CC=1C=C(C2=C(C=CO2)C1)OC)C1CC2(CN(C2)C2=CC=C(C(=O)N)C=C2)C1 4-(6-((R)-2-(2-isopropylphenyl)-4-((7-methoxybenzofuran-5-yl)methyl)piperazin-1-yl)-2-azaspiro[3.3]heptan-2-yl)benzamide